C(CCCC)(=O)C=1C=C2CCCNC2=C(C1)N1C(CCC1)=O 1-(6-pentanoyl-1,2,3,4-tetrahydroquinolin-8-yl)pyrrolidin-2-one